ClC1=NC=CC2=C1C(CC[C@]21N(C(OC1)=O)C1=NC=C(C=C1OC(F)F)C(F)(F)F)=O (S)-1-chloro-3'-(3-(difluoromethoxy)-5-(trifluoromethyl)pyridin-2-yl)-6,7-dihydro-8H-spiro[isoquinoline-5,4'-oxazolidine]-2',8-dione